C12N(CC(NC1)C2)C=2C(=C1CN(C(C1=C(C2F)F)=O)C2C(NC(CC2)=O)=O)F 3-(5-(2,5-diazabicyclo[2.2.1]heptan-2-yl)-4,6,7-trifluoro-1-oxoisoindolin-2-yl)piperidine-2,6-dione